1-((1r,4r)-4-aminocyclohexyl)-3-(4-(2,4-difluoro-5-methoxyphenyl)pyridin-2-yl)urea NC1CCC(CC1)NC(=O)NC1=NC=CC(=C1)C1=C(C=C(C(=C1)OC)F)F